ClC=1N=C(N2C1C(=NC=C2)N)C(C)C2=C(C(=C(C(=C2)Cl)C)I)OCC 1-chloro-3-(1-(5-chloro-2-ethoxy-3-iodo-4-methylphenyl)ethyl)imidazo[1,5-a]pyrazin-8-amine